(R)-{5-[5-((R)-Cyclohexyl-hydroxy-methyl)-[1,2,4]oxadiazol-3-yl]-pyridin-3-yl}-(1,3-dimethyl-azetidin-3-yl)-(4-isopropyl-phenyl)-methanol C1(CCCCC1)[C@H](C1=NC(=NO1)C=1C=C(C=NC1)[C@@](O)(C1=CC=C(C=C1)C(C)C)C1(CN(C1)C)C)O